(Z)-Methyl 3-(((3-methyl-4-((2-(4-methylpiperazin-1-yl)ethoxy)carbamoyl)phenyl)amino)(phenyl)methylen)-2-oxoindoline-6-carboxylate CC=1C=C(C=CC1C(NOCCN1CCN(CC1)C)=O)N\C(=C\1/C(NC2=CC(=CC=C12)C(=O)OC)=O)\C1=CC=CC=C1